3-(2,6-difluoro-4-(3-oxocyclobutyl)phenyl)piperidine-2,6-dione FC1=C(C(=CC(=C1)C1CC(C1)=O)F)C1C(NC(CC1)=O)=O